BrC1=C(C=C(C=C1)C=O)OC (4-bromo-3-methoxy-phenyl)-methanone